NCC=1C=NC(=NC1)C1=C(C=C(C#N)C=C1)OC=1C(=NN(C1)C1=NC=CC=C1)C 4-[5-(aminomethyl)pyrimidin-2-yl]-3-(3-methyl-1-pyridin-2-ylpyrazol-4-yl)oxybenzonitrile